NC(C)C1=CC=C(C=C1)CN 1-α-Aminoethyl-4-aminomethyl-benzene